7-(cyclopropylmethoxy)benzo[d]isoxazol-3-amine C1(CC1)COC1=CC=CC=2C(=NOC21)N